C1(CCC1)CN[C@H]1CN(CCC1)C=1N=NC(=CC1)CN1N=NC(=C1)C=1C=C2C(=NC1)NCC2 (3R)-N-(cyclobutylmethyl)-1-(6-((4-(2,3-dihydro-1H-pyrrolo[2,3-b]pyridin-5-yl)-1H-1,2,3-triazol-1-yl)methyl)pyridazin-3-yl)piperidin-3-amine